[O].FC(C1=CC=CC(=C1)C(F)(F)F)(F)F 2,4-bis(trifluoromethyl)benzene Oxygen